C(C)OC(=O)ON=C(C=O)C 1,2-propanedione-2-[O-(ethoxycarbonyl) oxime]